NC=1C2=C(N=CN1)N(C=C2C2=C(C=C(C=C2)NC(CC2=C(C(=CC=C2)C)C)=O)C)C N-(4-(4-amino-7-methyl-7H-pyrrolo[2,3-d]pyrimidin-5-yl)-3-methylphenyl)-2-(2,3-dimethylphenyl)acetamide